O1CN=CC=CC1 2,7-dihydro-1,3-oxaazepine